(2-(undec-1,10-dien-1-yloxy)ethyl)benzene C(=CCCCCCCCC=C)OCCC1=CC=CC=C1